C1(CCC1)COC=1C=CC2=C(C(=C(O2)C)C(=O)NC(CO)(CO)C)C1 5-(cyclobutylmethoxy)-N-(1,3-dihydroxy-2-methylpropan-2-yl)-2-methyl-1-benzofuran-3-carboxamide